(-)-N-(N,N-dimethyl-2-aminocyclohepta[b]benzofur-9-yl)benzo[b]thien-4-carboxamide hippurate C(CNC(=O)C1=CC=CC=C1)(=O)O.CN(C1=CC=C2C(=C3C(O2)=CC=CC(=C3)NC(=O)C3=CC=CC=2SC=CC23)C1)C